C(C)(C)(C)C=1C=CC2=CC=CC(=C2C1)CC1CC1 3-tert-butyl-5-cyclopropylmethylnaphthalene